C1(CC1)C1=NN(C2=NN=C(C=C21)C=2C(NC(NC2)=O)=O)C 5-(3-cyclopropyl-1-methyl-pyrazolo[3,4-c]pyridazin-5-yl)-1H-pyrimidine-2,4-dione